C(CC)OC(CC(CCCCCC)SC1=NC(=NC(=N1)NCCN1CCN(CC1)C)SCCCCCCCCCCCCCCCCCC)=O 3-((4-((2-(4-methylpiperazin-1-yl)ethyl)amino)-6-(octadecylthio)-1,3,5-triazin-2-yl)thio)nonanoic acid propyl ester